N1=CC=CC2=CN=CC(=C12)C(=O)NCC=1OC2=C(C1)C=CC=C2C(=O)O 2-((1,6-naphthyridine-8-carboxamido)methyl)benzofuran-7-carboxylic acid